ClC1=C(C=C(C=C1)C)N1/C(/SCC1=O)=N/C(=O)NOC(C)C1=CC=C(C=C1)C1=NN(C=N1)C1=CC=C(C=C1)OC(F)(F)F (Z)-1-(3-(2-chloro-5-methylphenyl)-4-oxothiazolidine-2-ylidene)-3-(1-(4-(1-(4-(trifluoromethoxy)phenyl)-1H-1,2,4-triazol-3-yl)phenyl)ethoxy)urea